COC(=O)C1=NC(=CC(=C1Cl)NC(C)=O)C1=CC=C(C=C1)[Si](C)(C)C 4-acetylamino-3-chloro-6-(4-(trimethylsilyl)phenyl)-pyridine-2-carboxylic acid methyl ester